(R)-2-(2-hydroxy-1-(2-methoxyethoxy)propan-2-yl)thiazole-5-sulfonamide O[C@@](COCCOC)(C)C=1SC(=CN1)S(=O)(=O)N